C1(CC1)N1N=CC(=C1)C1OCCC(=C1)B1OC(C(O1)(C)C)(C)C cyclopropyl-4-(4-(4,4,5,5-tetramethyl-1,3,2-dioxaborolan-2-yl)-5,6-dihydro-2H-pyran-2-yl)-1H-pyrazole